(5-amino-7-methoxyimidazo[1,2-c]quinazolin-2-yl)((2R,6S)-2,6-dimethylmorpholino)methanone NC1=NC=2C(=CC=CC2C=2N1C=C(N2)C(=O)N2C[C@H](O[C@H](C2)C)C)OC